N1-(2,3-difluoro-6-methoxybenzyl)-4-fluoro-6-methoxybenzene-1,3-diamine FC1=C(CNC2=CC(=C(C=C2OC)F)N)C(=CC=C1F)OC